(1S,9S)-1-((R)-1-acetamidoallyl)-9-ethyl-5-fluoro-4-methyl-10,13-dioxo-2,3,9,10,13,15-hexahydro-1H,12H-benzo[de]pyrano[3',4':6,7]indolizino[1,2-b]quinolin-9-yl acetate C(C)(=O)O[C@@]1(C(OCC=2C(N3CC=4C(=NC=5C=C(C(=C6C5C4[C@H](CC6)[C@@H](C=C)NC(C)=O)C)F)C3=CC21)=O)=O)CC